C(=O)(OCC1=CC=CC=C1)N([Na])S(=O)(=O)N1C(=C(C=C1)Br)C(=O)OCC1=CC=CC=C1 carbobenzoxy-(2-carbobenzoxy-3-bromopyrrol-1-yl)sulfonyl-aminosodium